BrC=1C=CC2=C(N(C(=N2)CC=2C=NC=CC2)C)C1 6-bromo-1-methyl-2-(pyridin-3-ylmethyl)-1H-benzo[d]imidazole